ethylene glycol diisostearate C(CCCCCCCCCCCCCCC(C)C)(=O)OCCOC(CCCCCCCCCCCCCCC(C)C)=O